2,2-diethoxythioacetamide C(C)OC(C(=S)N)OCC